NC=1C=C(C=C(C1)C(F)(F)F)[C@@H](C)NC=1C2=C(N=C(N1)C)C=NC(=C2)C2CCC(CC2)C(=O)N2CCN(CC2)CC2CCC1(CCNCC1)CC2 9-((4-((1R,4R)-4-(4-(((R)-1-(3-amino-5-(trifluoromethyl)phenyl)ethyl)amino)-2-Methylpyrido[3,4-d]pyrimidin-6-yl)cyclohexane-1-carbonyl)piperazin-1-yl)methyl)-3-azaspiro[5.5]undecan